NC=1N=C(SC1C(C1=CC=C(C=C1)OCC(=O)N(C)CC=1OC=CC1)=O)N(C1=CC=C(C=C1)F)C(C(=O)N)C (N-[4-Amino-5-[4-[2-[2-furylmethyl(methyl)amino]-2-oxoethoxy]benzoyl]thiazol-2-yl]-4-fluoroanilino)propanamid